O1CCC(CC1)CN1N=C2C3=C(CCC2=C1)OC(=C3C(F)(F)F)C(=O)OCC ethyl 2-[(oxan-4-yl)methyl]-8-(trifluoromethyl)-4,5-dihydro-2H-furo[2,3-g]indazole-7-carboxylate